2-(6-Ethylpyridin-3-yl)-N-[(3S)-9-fluoro-2-oxo-5-phenyl-1,3-dihydro-1,4-benzodiazepin-3-yl]pyrazolo[1,5-a]pyrimidine-3-carboxamide C(C)C1=CC=C(C=N1)C1=NN2C(N=CC=C2)=C1C(=O)N[C@@H]1C(NC2=C(C(=N1)C1=CC=CC=C1)C=CC=C2F)=O